3-(4-butyl-2,5-dimethoxyphenyl)piperidine-1-carboxylic acid tert-butyl ester C(C)(C)(C)OC(=O)N1CC(CCC1)C1=C(C=C(C(=C1)OC)CCCC)OC